2-[(1R,2S)-1-cyclopropyl-2-(4-fluorophenyl)-2-hydroxyethyl]-6-[5-(difluoromethyl)-1,3,4-oxadiazol-2-yl]-2,3-dihydro-1H-isoindol-1-one C1(CC1)[C@H]([C@@H](O)C1=CC=C(C=C1)F)N1C(C2=CC(=CC=C2C1)C=1OC(=NN1)C(F)F)=O